(R)-4-((1-((tert-butyldimethylsilyl)oxy)-2-methylhexan-2-yl)amino)-2-((2,4-dimethoxybenzyl)amino)-7-fluoroquinoline-3-carboxylic acid [Si](C)(C)(C(C)(C)C)OC[C@](CCCC)(C)NC1=C(C(=NC2=CC(=CC=C12)F)NCC1=C(C=C(C=C1)OC)OC)C(=O)O